N-((4-methyl-3-oxoquinuclidin-2-yl)methyl)-methanesulfonamide CC12C(C(N(CC1)CC2)CNS(=O)(=O)C)=O